2-(benzylcarbonyloxy)cyclohexyl methacrylate C(C(=C)C)(=O)OC1C(CCCC1)OC(=O)CC1=CC=CC=C1